2-oxo-2,3-dihydro-1H-pyrrolo[3,2-b]pyridine-6-carboxylic acid methyl ester COC(=O)C=1C=C2C(=NC1)CC(N2)=O